1-(1-acryloylazetidin-3-yl)-5-(3-hydroxynaphthalen-1-yl)-1H-indole-3-carbonitrile C(C=C)(=O)N1CC(C1)N1C=C(C2=CC(=CC=C12)C1=CC(=CC2=CC=CC=C12)O)C#N